1-(benzo[d]thiazol-2-yl)-2-(3-bromo-2-(methoxymethoxy)phenoxy)ethan-1-ol S1C(=NC2=C1C=CC=C2)C(COC2=C(C(=CC=C2)Br)OCOC)O